1-[Bis(dimethylamino)methylene]-1H-benzotriazole-1-ium CN(C)C(=[N+]1N=NC2=C1C=CC=C2)N(C)C